(R)-1-(3-(3-(3-fluoro-4-phenoxyphenyl)-1H-pyrazolo[4,3-c]pyridin-1-yl)pyrrolidin-1-yl)prop-2-en-1-one FC=1C=C(C=CC1OC1=CC=CC=C1)C1=NN(C2=C1C=NC=C2)[C@H]2CN(CC2)C(C=C)=O